2-tert-butyl-4,6-di-methylphenol C(C)(C)(C)C1=C(C(=CC(=C1)C)C)O